2-{4-[(isopropylamino)methyl]phenyl}-2H-indazole-7-carboxamide C(C)(C)NCC1=CC=C(C=C1)N1N=C2C(=CC=CC2=C1)C(=O)N